5-(1-methylpiperidin-4-yl)pyridine CN1CCC(CC1)C=1C=CC=NC1